1,2-Diphenyl-1,2-Ethylenediamine C1(=CC=CC=C1)C(C(N)C1=CC=CC=C1)N